(S)-3-((3-(5-(pyrimidin-4-yl)-4H-1,2,4-triazol-3-yl)tetrahydrofuran-3-yl)amino)benzoic acid N1=CN=C(C=C1)C=1NC(=NN1)[C@@]1(COCC1)NC=1C=C(C(=O)O)C=CC1